2-[Bis-(2-fluoro-phenyl)-hydroxymethyl]-7-chloro-3-ethyl-imidazo[1,2-a]pyridine-6-carboxylic acid (1-ethyl-1H-[1,2,4]triazol-3-yl)-amide C(C)N1N=C(N=C1)NC(=O)C=1C(=CC=2N(C1)C(=C(N2)C(O)(C2=C(C=CC=C2)F)C2=C(C=CC=C2)F)CC)Cl